FC1=C(C(=CC=C1)F)C1=C(C=CC=C1)[C@H]1[C@@H](C1)C(=O)N1CC[C@@H](CCC1)NS(=O)(=O)C |r| rac-N-{(4R)-1-[(1R,2R)-2-(2',6'-difluoro[1,1'-biphenyl]-2-yl)cyclopropane-1-carbonyl]azepan-4-yl}methanesulfonamide